ClC1=C(C=NN1C)S(=O)(=O)N1CCC(CC1)C1=CC=NC=C1 4-(1-((5-chloro-1-methyl-1H-pyrazol-4-yl)sulfonyl)piperidin-4-yl)pyridine